(S)-8-(2-amino-6-((R)-1-(5-ethyl-2-(3-methyl-1H-pyrazol-1-yl)phenyl)-2,2,2-trifluoroethoxy)pyrimidin-4-yl)-2,8-diazaspiro[4.5]decane-3-carboxylic acid NC1=NC(=CC(=N1)N1CCC2(C[C@H](NC2)C(=O)O)CC1)O[C@@H](C(F)(F)F)C1=C(C=CC(=C1)CC)N1N=C(C=C1)C